methyl 8-(1-(tert-butoxycarbonyl) piperidin-4-yl)-2-(4-methoxyphenyl)-5,6,7,8-tetrahydroimidazo[1,2-b]pyridazine-3-carboxylate C(C)(C)(C)OC(=O)N1CCC(CC1)C1C=2N(NCC1)C(=C(N2)C2=CC=C(C=C2)OC)C(=O)OC